N-(4-ethyl-2-(3-hydroxypentyl)phenyl)-2,2,2-trifluoroacetamide C(C)C1=CC(=C(C=C1)NC(C(F)(F)F)=O)CCC(CC)O